(5-chloro-3-cyclopropylpyrazolo[1,5-a]pyrimidin-7-yl)((5,7-dimethylimidazo[1,2-a]pyridin-2-yl)methyl)carbamic acid tert-butyl ester C(C)(C)(C)OC(N(CC=1N=C2N(C(=CC(=C2)C)C)C1)C1=CC(=NC=2N1N=CC2C2CC2)Cl)=O